4-(5-Iodothien-2-yl)benzaldehyde IC1=CC=C(S1)C1=CC=C(C=O)C=C1